C(C(=C)C)(=O)OC(CC)C γ-butyl methacrylate